rac-Benzyl N-[(1R,2S,3S,5S)-2-fluoro-8-[5-(hydroxymethyl)-3-iodo-1-(oxan-2-yl)-1H-pyrazolo[3,4-b]pyrazin-6-yl]-8-azabicyclo[3.2.1]octan-3-yl]carbamate F[C@@H]1[C@H]2CC[C@@H](C[C@@H]1NC(OCC1=CC=CC=C1)=O)N2C2=C(N=C1C(=N2)N(N=C1I)[C@@H]1OCCCC1)CO |&1:30|